N-(2-(4,4-Difluoropiperidin-1-yl)-6-methylpyrimidin-4-yl)-4-(N-(2-hydroxy-2-methylpropyl)sulfamoyl)-2-(6-azaspiro[2.5]octan-6-yl)benzamide FC1(CCN(CC1)C1=NC(=CC(=N1)NC(C1=C(C=C(C=C1)S(NCC(C)(C)O)(=O)=O)N1CCC2(CC2)CC1)=O)C)F